[N+](=O)([O-])C1=C(C=2OC3=CC=C(C=C3C(C2)=O)Br)C=CC=C1 2'-Nitro-6-bromoflavone